C1(=CC=CC=C1)C(C)N1N=CC(=C1)C(=O)O 1-(1-phenylethyl)-1H-pyrazole-4-carboxylic acid